2-fluoro-4-((3-fluoropyridin-2-yl)oxy)benzonitrile FC1=C(C#N)C=CC(=C1)OC1=NC=CC=C1F